1,2-bis(diphenylphosphino)ethane 6-methyl-3,4-epoxycyclohexylmethyl-6-methyl-3,4-epoxycyclohexanecarboxylate CC1CC2C(CC1COC(=O)C1CC3C(CC1C)O3)O2.C2(=CC=CC=C2)P(CCP(C2=CC=CC=C2)C2=CC=CC=C2)C2=CC=CC=C2